CN(C)C(CC1=CNC2=CC=CC=C21)OC methoxy-N,N-dimethyltryptamine